C(C)(C)(C)C=1C=CC=2N(C3=CC=C(C=C3C2C1)C(C)(C)C)C1=C(C(=CC(=C1)C(C)(CC(C)(C)C)C)C1=CC(=CC(=C1)F)F)O 3-(3,6-di-tert-butyl-9H-carbazol-9-yl)-3',5'-difluoro-5-(2,4,4-trimethylpentan-2-yl)biphenyl-2-ol